FC1=NC(=C2N=CN(C2=N1)C1OCCCCC1)NCC1=CC(=CC=C1)OC(C)=O 2-fluoro-6-[(3-acetoxybenzyl)amino]-9-(oxepan-2-yl)-9H-purine